2,2-dimethoxy-carbonylvinyl carbamate C(N)(OC=C(C(=O)OC)C(=O)OC)=O